FC1=C(OC2=CC=CC=C2)C(=CC(=C1)C1=CSC(=C1)COCC(C)C)F 4-[2,6-difluoro-4-(5-isobutoxymethyl-thiophen-3-yl)-phenoxy]-benzene